palladium (II) bis(tricyclohexylphosphine) bis(triflate) [O-]S(=O)(=O)C(F)(F)F.[O-]S(=O)(=O)C(F)(F)F.C1(CCCCC1)P(C1CCCCC1)C1CCCCC1.C1(CCCCC1)P(C1CCCCC1)C1CCCCC1.[Pd+2]